BrC1=C2C(=C(N=C1)CNC(C1=C(C=CC(=C1)F)OC)=O)NC=C2 N-((4-bromo-1H-pyrrolo[2,3-c]pyridin-7-yl)methyl)-5-fluoro-2-methoxybenzamide